FC(C(=O)NC)(C1=CC=C(C=C1)C1=NOC(=N1)C(F)(F)F)F 2,2-Difluoro-N-methyl-2-[4-[5-(trifluoromethyl)-1,2,4-oxadiazol-3-yl]phenyl]acetamid